ClC1=C(C=CC=C1)CN1N=C(C=C1C1CCCCC1)COC(C(=O)O)(C)C 2-([1-[(2-Chlorophenyl)methyl]-5-cyclohexyl-1H-pyrazol-3-yl]methoxy)-2-methylpropanoic acid